Cl.CN([C@H]1CNCC1)C (R)-N,N-dimethylpyrrolidin-3-amine hydrochloride